[C-]#N.[K+].[Fe+3].[C-]#N.[C-]#N.[C-]#N iron (iii) potassium cyanide